2-(2-((2-phenyl-7-((tetrahydro-2H-pyran-4-yl)amino)-1H-indol-5-yl)methoxy)ethoxy)ethane C1(=CC=CC=C1)C=1NC2=C(C=C(C=C2C1)COCCOCC)NC1CCOCC1